2,7-bis(4-(9H-carbazol-9-yl)phenyl)benzo[lmn][3,8]phenanthroline-1,3,6,8(2H,7H)-tetraone C1=CC=CC=2C3=CC=CC=C3N(C12)C1=CC=C(C=C1)N1C(C=2C=CC=3C(N(C(C=4C3C2C(C1=O)=CC4)=O)C4=CC=C(C=C4)N4C1=CC=CC=C1C=1C=CC=CC41)=O)=O